C[C@@H]1CN([C@H](CO1)C1=CC=C(C=C1)B1OC(C(O1)(C)C)(C)C)C(=O)OC(C)(C)C |r| rac-tert-Butyl (2R,5S)-2-methyl-5-(4-(4,4,5,5-tetramethyl-1,3,2-dioxaborolan-2-yl)phenyl)morpholine-4-carboxylate